1-tert-butyl-3-(2,6-diisopropyl-4-phenoxyphenyl)thiourea C(C)(C)(C)NC(=S)NC1=C(C=C(C=C1C(C)C)OC1=CC=CC=C1)C(C)C